COC1=CC=C(CSC[C@@H](C(=O)N[C@H](C(=O)N[C@H](C(=O)NC)CSCC2=CC=C(C=C2)OC)CSCC2=CC=C(C=C2)OC)NC)C=C1 (R)-3-((4-methoxybenzyl)thio)-N-((R)-3-((4-methoxybenzyl)thio)-1-(((R)-3-((4-methoxybenzyl)thio)-1-(methylamino)-1-oxopropan-2-yl)amino)-1-oxopropan-2-yl)-2-(methylamino)propanamide